ClC=1C=2N(C3=CC=CC(=C3N1)Cl)CCN2 4,6-dichloro-1,2-dihydroimidazo[1,2-a]quinoxaline